9-(4-vinylbenzyl)-9H-carbazole C(=C)C1=CC=C(CN2C3=CC=CC=C3C=3C=CC=CC23)C=C1